1-(3-methyl-1-buten-2-yl)-1,3-dihydro-2H-imidazo[4,5-g]quinolin-2-one CC(C(=C)N1C(NC=2C1=CC=1C=CC=NC1C2)=O)C